4-(1-(4-isopropyl-5-(5-(2-methoxyethyl)-4H-1,2,4-triazol-3-yl)-2-methylbenzoyl)piperidin-4-yl)benzonitrile C(C)(C)C1=CC(=C(C(=O)N2CCC(CC2)C2=CC=C(C#N)C=C2)C=C1C1=NN=C(N1)CCOC)C